(1R,3R,5R)-2-(tert-butoxycarbonyl)-2-azabicyclo[3.1.0]hexane C(C)(C)(C)OC(=O)N1[C@@H]2C[C@H]2CC1